N-cyclopropyl-8-fluoro-7-(7-fluoro-3-(methoxymethoxy)-8-((triisopropylsilyl)ethynyl)naphthalen-1-yl)-N-methyl-2-(methylsulfinyl)pyrido[4,3-d]pyrimidin-5-amine C1(CC1)N(C1=NC(=C(C=2N=C(N=CC21)S(=O)C)F)C2=CC(=CC1=CC=C(C(=C21)C#C[Si](C(C)C)(C(C)C)C(C)C)F)OCOC)C